C(C)(C)(C)OC(NC1=CC(=NC=C1)CO)=O (2-(hydroxymethyl)pyridin-4-yl)carbamic acid tert-butyl ester